Meta-Nitro-Tyrosine [N+](=O)([O-])C=1C=C(C[C@H](N)C(=O)O)C=CC1O